ClC1=C(C=CC(=C1)Cl)CN1C(CCC1=O)CC(=O)N(C)C 2-[1-[(2,4-dichlorophenyl)methyl]-5-oxopyrrolidin-2-yl]-N,N-dimethylacetamid